2-(2-bromo-8,9-dihydro-7H-6-oxa-4,9a-diazabenzo[cd]azulen-3-yl)isoindoline-1,3-dione BrC1=CN2CCCOC=3C2=C1C(=NC3)N3C(C1=CC=CC=C1C3=O)=O